Fluorooctanoic Acid FC(C(=O)O)CCCCCC